4,4'-diphenic acid C1=CC(=CC=C1C2=CC=C(C=C2)C(=O)O)C(=O)O